Bis(quinuclidine) aminobenzyl-phosphonate NC(C1=CC=CC=C1)P(O)(O)=O.N12CCC(CC1)CC2.N21CCC(CC2)CC1